tert-butyl-4-((((7-chloro-2,3-dihydrobenzo[b][1,4]dioxin-5-yl)methyl)amino)methyl)piperidine-1-carboxylate C(C)(C)(C)OC(=O)N1CCC(CC1)CNCC1=CC(=CC=2OCCOC21)Cl